COC([C@@H](N)C(C)CCC1=CC=C(C=C1)C1=C(C=CC=C1)C#N)=O 4-[(2'-cyanobiphenyl-4-yl)methyl]-(L)-valine methyl ester